N-(3-(6-(4-(3H-imidazo[4,5-b]pyridin-7-yl)-1H-pyrazol-1-yl)pyridin-3-yl)-4,4,4-trifluorobutyl)cyclohexanamine N1=CNC2=NC=CC(=C21)C=2C=NN(C2)C2=CC=C(C=N2)C(CCNC2CCCCC2)C(F)(F)F